1,1-Dicyclohexylprop-2-yn-1-ol C1(CCCCC1)C(C#C)(O)C1CCCCC1